Pentan-1-ylhydrazine hydrochloride Cl.C(CCCC)NN